C(C)C1=CC=C(C=C1)N1C=NN(C1=O)CC1=CC(=C(OC(C(=O)OCC)(C)C)C(=C1)C)C Ethyl 2-(4-((4-(4-ethylphenyl)-5-oxo-4,5-dihydro-1H-1,2,4-triazol-1-yl)-methyl)-2,6-dimethylphenoxy)-2-methylpropionate